CC1(COC1)COC1C2CCC(C1OCC1(COC1)C)C2 2,3-bis[(3-methyl-3-oxetanyl)methoxy]bicyclo[2.2.1]heptane